((4S,5S)-5-benzyl-2,2-diethyl-1,3-dioxolan-4-yl)methanol C(C1=CC=CC=C1)[C@H]1[C@@H](OC(O1)(CC)CC)CO